4-(1H-imidazol-1-yl)thiobenzamide N1(C=NC=C1)C1=CC=C(C(=S)N)C=C1